O1CCOC2=C1C=CC(=C2)N(C(OCC2=CC=CC=C2)=O)C benzyl N-(2,3-dihydro-1,4-benzodioxin-6-yl)-N-methylcarbamate